BrC1=NN(C(=C1)C(=O)NC=1C(=CC=2N(C1C(=O)NC(C)(C)C)N=CC2)C)C2=NC=CC=C2Cl 6-(3-Bromo-1-(3-chloropyridin-2-yl)-1H-pyrazol-5-carboxamido)-N-(tert-Butyl)-5-methylpyrazolo[1,5-a]pyridin-7-carboxamid